5-Ethynyl-1-methyl-1H-benzo[d]imidazol-2-amine C(#C)C1=CC2=C(N(C(=N2)N)C)C=C1